FC1=C2C(=CNC2=CC=C1)C1CCC(CC1)=CNCCN1CCN(CC1)CCO 5-(4-fluoro-1H-indol-3-yl)-2-(((2-(4-(2-hydroxyethyl)piperazin-1-yl)ethyl)amino)methylene)cyclohexane